BrNC(C=1C(C(=O)N)=CC=CC1)=O N-bromophthalic acid diamide